C(=C)OC1=CC=C(C=C1)[Si](C)(C)C1=CC=C(C=C1)OC=C bis[4-(vinyloxy)phenyl]dimethylsilane